CON1CC(C2=CC=CC=C12)(C1=CC=CC=C1)C1=CC=CC=C1 N-methoxy-3,3-diphenyl-indoline